1-bromo-3-(1-ethoxyethoxy)-3-methylbutane BrCCC(C)(C)OC(C)OCC